3,7-dihydrobenzo[1,2-b:4,5-b']difuran O1C=2C(CC1)=CC=1OCCC1C2